difluorophosphoric acid lithium [Li].P(O)(=O)(F)F